4-acetyl-1-(1H-benzo[d]imidazol-6-yl)-5-(4-(3,3-difluoropropoxy)-2,3-difluorophenyl)-3-hydroxypyrrolidin-2-one C(C)(=O)C1C(C(N(C1C1=C(C(=C(C=C1)OCCC(F)F)F)F)C=1C=CC2=C(NC=N2)C1)=O)O